2-(3-{[(2R)-1-[(2E)-4-(dimethylamino)but-2-enoyl]pyrrolidin-2-yl]methoxy}pyridin-4-yl)-3-[(3-fluoro-2-methoxyphenyl)amino]-1H,5H,6H,7H-pyrrolo[3,2-c]pyridin-4-one CN(C/C=C/C(=O)N1[C@H](CCC1)COC=1C=NC=CC1C1=C(C=2C(NCCC2N1)=O)NC1=C(C(=CC=C1)F)OC)C